C1(=CC(=CC=C1)CCC[N+]1(CCCC1)C)CCC[N+]1(CCCC1)C 1,1'-(1,3-phenylenebis(propane-3,1-diyl))bis(1-methylpyrrolidin-1-ium)